C(C)(C)N(C(OC(C=1N(C(=C(N1)I)C)COCC[Si](C)(C)C)C1=CC(=C(C=C1)OC(F)(F)F)F)=O)C(C)C (3-fluoro-4-(trifluoromethoxy)phenyl)(4-iodo-5-methyl-1-((2-(trimethylsilyl)eth-oxy)methyl)-1H-imidazol-2-yl)methyl diisopropylcarbamate